CN(CCNC(C(C)(C)C=1C=NC(=CC1)NC1=C2C(NCC2=C(C=C1)C1=CN=C2N1C=CC(=C2)F)=O)=O)C N-[2-(dimethylamino)-ethyl]-2-[6-[[7-(7-fluoroimidazo[1,2-a]pyridin-3-yl)-3-oxo-isoindolin-4-yl]amino]-3-pyridyl]-2-methyl-propanamide